(2S,4R)-4-hydroxy-1-((S)-2-isocyanato-3,3-dimethylbutanoyl)-N-(4-(4-methylthiazol-5-yl)benzyl)pyrrolidine-2-carboxamide O[C@@H]1C[C@H](N(C1)C([C@H](C(C)(C)C)N=C=O)=O)C(=O)NCC1=CC=C(C=C1)C1=C(N=CS1)C